2,4,6-tris(pentabromophenoxy)-1,3,5-triazine BrC1=C(C(=C(C(=C1OC1=NC(=NC(=N1)OC1=C(C(=C(C(=C1Br)Br)Br)Br)Br)OC1=C(C(=C(C(=C1Br)Br)Br)Br)Br)Br)Br)Br)Br